C(C)(C)(C)C(=O)C1C(C=C(CC1)C)C tert-butyl-(2,4-dimethyl-3-cyclohexen-1-yl)ketone